ClC=1C(=NN(C(C1)=O)CC(=O)O)C(C)C 2-(4-chloro-3-isopropyl-6-oxopyridazin-1(6H)-yl)acetic acid